1-[2-Methyl-4-[2-oxo-2-[4-(4-piperidyl)-1-piperidyl]ethoxy]phenyl]hexahydropyrimidine-2,4-dione CC1=C(C=CC(=C1)OCC(N1CCC(CC1)C1CCNCC1)=O)N1C(NC(CC1)=O)=O